3-((5-chloro-1H-indol-2-yl)methyl)-1-((3R)-1-(2-fluorocyclobutane-1-carbonyl)piperidin-3-yl)-1-methylurea ClC=1C=C2C=C(NC2=CC1)CNC(N(C)[C@H]1CN(CCC1)C(=O)C1C(CC1)F)=O